S(=O)(=O)(O)O[C@@H]1CC2=CC[C@H]3[C@@H]4CC[C@H]([C@@H](CCCC(C)CO)C)[C@]4(CC[C@@H]3[C@]2(CC1)C)C 27-hydroxycholesterol 3-sulfate